N-(5-{1-[5-(6-ethoxypyrazin-2-yl)-1,3-thiazole-2-carbonyl]pyrrolidin-2-yl}pyridin-3-yl)cyclopropanesulfonamide C(C)OC1=CN=CC(=N1)C1=CN=C(S1)C(=O)N1C(CCC1)C=1C=C(C=NC1)NS(=O)(=O)C1CC1